3-[[3-fluoro-2-(methylsulfamoylamino)-4-pyridyl]methyl]-7-[(3-fluoro-2-pyridyl)oxy]-4-(hydroxymethyl)chromen-2-one FC=1C(=NC=CC1CC=1C(OC2=CC(=CC=C2C1CO)OC1=NC=CC=C1F)=O)NS(NC)(=O)=O